8-Chloro-1-[trans-4-(morpholin-4-yl)cyclohexyl]-N-(propan-2-yl)-5,6-dihydro-4H-[1,2,4]triazolo[4,3-a][1]benzazepin-5-amin ClC=1C=CC2=C(CC(CC=3N2C(=NN3)[C@@H]3CC[C@H](CC3)N3CCOCC3)NC(C)C)C1